bis(1,10-phenanthroline) dichloride ruthenium [Ru+2].[Cl-].[Cl-].N1=CC=CC2=CC=C3C=CC=NC3=C12.N1=CC=CC2=CC=C3C=CC=NC3=C12